4-(2-fluoro-5-((2-((4-fluoro-3-(pentafluoro-λ6-sulfaneyl)phenyl)carbamoyl)cyclobutyl)carbamoyl)-4-methoxyphenoxy)-1-methylcyclohexane-1-carboxylic acid FC1=C(OC2CCC(CC2)(C(=O)O)C)C=C(C(=C1)OC)C(NC1C(CC1)C(NC1=CC(=C(C=C1)F)S(F)(F)(F)(F)F)=O)=O